FC=1C2=C(C(=NC1)C1=CC=C(C(=O)NC34CCC(CC3)(CC4)O)C=C1)C=NN2 4-(7-fluoro-1H-pyrazolo[4,3-c]pyridin-4-yl)-N-(4-hydroxy-bicyclo[2.2.2]oct-1-yl)benzamide